The molecule is a glycoside formed between the branched tetrasaccharide alpha-L-Fuc-(1->2)-[alpha-D-Gal-(1->3)]-beta-D-Gal-(1->3)-beta-D-GlcNAc and the alkenyl alcohol oct-7-en-1-ol. It contains an alpha-L-Fucp-(1->2)-[alpha-D-Galp-(1->3)]-beta-D-Galp-(1->3)-beta-D-GlcpNAc-yl group. It derives from an oct-7-en-1-ol. C[C@H]1[C@H]([C@H]([C@@H]([C@@H](O1)O[C@@H]2[C@H]([C@H]([C@H](O[C@H]2O[C@@H]3[C@H]([C@@H](O[C@@H]([C@H]3O)CO)OCCCCCCC=C)NC(=O)C)CO)O)O[C@@H]4[C@@H]([C@H]([C@H]([C@H](O4)CO)O)O)O)O)O)O